BrC(C(=O)C1CCC1)C1=NC=CC=C1 2-bromo-1-cyclobutyl-2-(pyridin-2-yl)ethanone